2,2-dimethyl-8-prenyl-2H-benzopyran CC1(OC2=C(C=C1)C=CC=C2CC=C(C)C)C